C1(=CC(=CC=C1)C#CN1CCC2CCCCC12)C 1-m-tolylethynyl-octahydro-indole